NC=1C=2N(C=CN1)C(=NC2C2=CC=C(C(=O)NC1=NC=CC=C1)C=C2)[C@H]2NCCC2 4-{8-amino-3-[(2S)-2-pyrrolidinyl]-imidazo[1,5-a]-pyrazin-1-yl}-N-(2-pyridyl)-benzamide